(R)-N-(cyclobutylmethyl)-1-(4-(3-(4-(6-(pyrrolidin-1-yl)pyrazin-2-yl)-1H-1,2,3-triazol-1-yl)oxetan-3-yl)phenyl)piperidin-3-amine C1(CCC1)CN[C@H]1CN(CCC1)C1=CC=C(C=C1)C1(COC1)N1N=NC(=C1)C1=NC(=CN=C1)N1CCCC1